ClC1=C(C=C(C=C1)C1=CN(C(C=C1)=O)C1CC1)C[C@@H](C(=O)NC1=CC=C(C=C1)C1=NN=CN1C)NC(OC)=O methyl N-[(1S)-1-[[2-chloro-5-(1-cyclopropyl-6-oxo-3-pyridyl)phenyl]methyl]-2-[4-(4-methyl-1,2,4-triazol-3-yl)anilino]-2-oxo-ethyl]carbamate